alpha-ethyl-alpha-methyl-thiobutyrolactone C(C)C1(C(=S)OCC1)C